COC1=CC=C(C=C1)C1(N=CC(=N1)C1=CC=C(C=C1)OC)C 2,4-bis(4-methoxyphenyl)-2-methyl-2H-imidazole